CC(=CC1=C(C=C(C=C1)C1=NNC(OC1)=O)C(F)(F)F)C 5-[4-(2-methylprop-1-en-1-yl)-3-(trifluoromethyl)phenyl]-3,6-dihydro-2H-1,3,4-oxadiazin-2-one